N-(2-((2-(2,6-dioxopiperidin-3-yl)-1,3-dioxoisoindol-5-yl)amino)ethyl)-3-(2-(5-methyl-[1,1'-biphenyl]-2-yl)-1H-pyrrolo[2,3-b]pyridin-3-yl)-propionamide O=C1NC(CCC1N1C(C2=CC=C(C=C2C1=O)NCCNC(CCC1=C(NC2=NC=CC=C21)C2=C(C=C(C=C2)C)C2=CC=CC=C2)=O)=O)=O